NCCCOC1=C(C=CC(=C1)C)C=1OC2=C(C=CC=C2C(C1)=O)Cl 2-[2-(3-aminopropoxy)-4-methyl-phenyl]-8-chloro-chromen-4-one